(3R,4R)-1-[6-[(3S,4R)-1-(1,6-dimethylpyrazolo[3,4-b]pyridin-4-yl)-3-methyl-4-piperidyl]-5-methyl-3-pyridyl]-4-methoxy-pyrrolidin-3-amine CN1N=CC=2C1=NC(=CC2N2C[C@H]([C@@H](CC2)C2=C(C=C(C=N2)N2C[C@H]([C@@H](C2)OC)N)C)C)C